methyl 5-hydroxy-1H-indole-7-carboxylate OC=1C=C2C=CNC2=C(C1)C(=O)OC